N-(4-(2-(4-bromophenyl)but-3-yn-2-yl)thiazol-2-yl)-3-(hydroxymethyl)cyclobutanecarboxamide BrC1=CC=C(C=C1)C(C)(C#C)C=1N=C(SC1)NC(=O)C1CC(C1)CO